O(OC1=CC=C(C(=O)O)C=C1)C1=CC=C(C(=O)O)C=C1 4,4'-peroxydibenzoic acid